tert-butyl 2-(hydroxymethyl)-1,4-diazacycloheptane-1-carboxylate OCC1N(CCCNC1)C(=O)OC(C)(C)C